C(C)(C)(C)OOOC(C)C1=CC=CC=C1 (1-phenylethyl) tert-butyl-peroxy ether